CC1=C(NC2CN(C2)C(=O)OC(C)(C)C)C=C(C(=C1)C)[N+](=O)[O-] tert-butyl 3-(2,4-dimethyl-5-nitro-anilino)azetidine-1-carboxylate